FC1(CCC(CC1)[C@H](NC(=O)C1=NON=C1C)C=1N=C2N(N=CC(=C2)C2N(CCC(C2)(F)F)C(=O)C23CC(C2)(C3)F)C1)F N-[(S)-(4,4-Difluorocyclohexyl){7-[4,4-difluoro-1-(3-fluorobicyclo[1.1.1]pentane-1-carbonyl)piperidin-2-yl]imidazo[1,2-b]pyridazin-2-yl}methyl]-4-methyl-1,2,5-oxadiazole-3-carboxamide